(M)-4-(2-chlorophenyl)-7-(4-methyl-1,3-thiazol-5-yl)-2-(2-(2-propenoyl)-2,6-diazaspiro[3.4]octan-6-yl)-5,6,7,8-tetrahydro-1,7-naphthyridine-3-carbonitrile ClC1=C(C=CC=C1)C1=C(C(=NC=2CN(CCC12)C1=C(N=CS1)C)N1CC2(CN(C2)C(C=C)=O)CC1)C#N